4-Formyl-3,5-bis(methoxymethoxy)benzonitrile C(=O)C1=C(C=C(C#N)C=C1OCOC)OCOC